trans-N-({4-methyl-2-[6-methyl-3-(2H-1,2,3-triazol-2-yl)pyridine-2-carbonyl]-2-azabicyclo[3.1.1]heptan-3-yl}methyl)-1,3-benzothiazol-2-amine CC1C(N(C2CC1C2)C(=O)C2=NC(=CC=C2N2N=CC=N2)C)CNC=2SC1=C(N2)C=CC=C1